7-deaza-2,6-Diaminopurine NC1=NC(=C2CC=NC2=N1)N